The molecule is an organophosphate oxoanion resulting from the removal of all six protons from the phosphate groups of adenosine 5'-pentaphosphate; the major species at pH 7.3. It is a conjugate base of an adenosine 5'-(hexahydrogen pentaphosphate). C1=NC(=C2C(=N1)N(C=N2)[C@H]3[C@@H]([C@@H]([C@H](O3)COP(=O)([O-])OP(=O)([O-])OP(=O)([O-])OP(=O)([O-])OP(=O)([O-])[O-])O)O)N